1-fluoro-1,1-bis(phenylsulfonyl)tridecan-3-ol FC(CC(CCCCCCCCCC)O)(S(=O)(=O)C1=CC=CC=C1)S(=O)(=O)C1=CC=CC=C1